The molecule is a dihydroxyflavanone that is (2S)-flavanone substituted by hydroxy groups at positions 5 and 7, a methoxy group at position 4' and a prenyl group at position 8. It has been isolated from Macaranga bicolor. It has a role as a plant metabolite. It is a dihydroxyflavanone, a monomethoxyflavanone and a member of 4'-methoxyflavanones. It derives from a (2S)-flavanone. CC(=CCC1=C2C(=C(C=C1O)O)C(=O)C[C@H](O2)C3=CC=C(C=C3)OC)C